N1C=CC2=CC(=CC=C12)OC=1C=C(C=CC1)C=1NC(=CN1)C=O 2-(3-((1H-Indol-5-yl)oxy)phenyl)-1H-imidazole-5-carbaldehyde